tert-butyl (R)-3-((6-(2-(ethoxymethoxy)-4-ethynylphenyl)-5-methylpyridazin-3-yl)amino)piperidine-1-carboxylate C(C)OCOC1=C(C=CC(=C1)C#C)C1=C(C=C(N=N1)N[C@H]1CN(CCC1)C(=O)OC(C)(C)C)C